(S)-1-(benzo[d]thiazol-4-yl)pyrrolidin S1C=NC2=C1C=CC=C2N2CCCC2